tert-butyl (1-(4-amino-6-(8-chloro-7-fluoronaphthalen-1-yl)-5-fluoronicotinoyl)azetidin-3-yl)(methyl)carbamate NC1=C(C(=NC=C1C(=O)N1CC(C1)N(C(OC(C)(C)C)=O)C)C1=CC=CC2=CC=C(C(=C12)Cl)F)F